CC1OC(OC1)CC 4-methyl-2-ethyl-1,3-dioxolane